N1-(4-(2,6-dimethylmorpholino)-2-fluorophenyl)cyclohexane-1,2-diamine CC1OC(CN(C1)C1=CC(=C(C=C1)NC1C(CCCC1)N)F)C